CC1(N(C(N(C1=O)C=1C=CC(=C(C1)NC(CN(C)C)=O)OC(F)(F)F)=O)CC1=C2C(=NC=C1)NC(C2)=O)C N-(5-(4,4-dimethyl-2,5-dioxo-3-((2-oxo-2,3-dihydro-1H-pyrrolo[2,3-b]pyridin-4-yl)methyl)imidazolidin-1-yl)-2-(trifluoromethoxy)phenyl)-2-(dimethylamino)acetamide